(Z)-8-pentadecenal C(CCCCCC\C=C/CCCCCC)=O